C1(=CC=CC=C1)C1(CCCC2=C1N=CS2)NC=O N-(4-phenyl-4,5,6,7-tetrahydrobenzothiazol-4-yl)carboxamide